N-(cis-4-(2-methoxyethoxy)cyclohexyl)-5-(1-methyl-1H-benzo[d][1,2,3]triazol-6-yl)pyrrolo[2,1-f][1,2,4]triazin-2-amine COCCO[C@H]1CC[C@H](CC1)NC1=NN2C(C=N1)=C(C=C2)C=2C=CC1=C(N(N=N1)C)C2